C1(=CC=CC=C1)C1=NC(=NC(=N1)C1=CC=C(C=C1)C=1C=CC=C2C=CC=NC12)C1=CC=C(C=C1)B(O)O (4-(4-phenyl-6-(4-(quinolin-8-yl)phenyl)-1,3,5-triazin-2-yl)phenyl)boronic acid